tert-butyl 3-(bis(tert-butyloxycarbonyl)amino)-7-cyclopropyl-5-methyl-1H-indazole-1-carboxylate C(C)(C)(C)OC(=O)N(C1=NN(C2=C(C=C(C=C12)C)C1CC1)C(=O)OC(C)(C)C)C(=O)OC(C)(C)C